2,5-diphenyl-1H-pyrrole-3,4-dicarbaldehyde C1(=CC=CC=C1)C=1NC(=C(C1C=O)C=O)C1=CC=CC=C1